2-((S)-4-((S)-7-(2-cyclopropylphenyl)-2-((tetrahydro-1H-pyrrolizin-7a(5H)-yl)methoxy)-7,8-dihydro-5H-pyrano[4,3-d]pyrimidin-4-yl)-1-(2-fluoroacryloyl)piperazin-2-yl)acetonitrile C1(CC1)C1=C(C=CC=C1)[C@@H]1CC=2N=C(N=C(C2CO1)N1C[C@@H](N(CC1)C(C(=C)F)=O)CC#N)OCC12CCCN2CCC1